ClC1=CC=C(C=C1)C(=C)C1=C(N)C=CC=C1 2-(1-(4-chlorophenyl)ethenyl)aniline